C(C1=CC=CC=C1)OC1=C(N2C(C3=C(C=CC=C13)OC1=CC=C(C=C1)OC)=NC=N2)C(=O)O 6-(benzyloxy)-10-(4-methoxyphenoxy)-[1,2,4]triazolo[5,1-a]isoquinoline-5-carboxylic acid